zinc lysine salt N[C@@H](CCCCN)C(=O)[O-].[Zn+2].N[C@@H](CCCCN)C(=O)[O-]